3-Chloro-4-morpholinophenylsulfamic acid sodium salt [Na+].ClC=1C=C(C=CC1N1CCOCC1)NS([O-])(=O)=O